(5-bromo-2-(((3S,4S)-4-((1-methyl-1H-imidazol-5-yl)methoxy)-1-(5-(methylamino)nicotinoyl)pyrrolidin-3-yl)amino)-3-nitrophenyl)((2S,6R)-2,6-dimethylmorpholino)methanone BrC=1C=C(C(=C(C1)C(=O)N1C[C@@H](O[C@@H](C1)C)C)N[C@H]1CN(C[C@@H]1OCC1=CN=CN1C)C(C1=CN=CC(=C1)NC)=O)[N+](=O)[O-]